9-(1-bromoethyl)-4,7-dimethyl-3-phenylpyrazolo[1,5-a]quinazolin-5(4H)-one BrC(C)C=1C=C(C=C2C(N(C=3N(C12)N=CC3C3=CC=CC=C3)C)=O)C